2-{3-[(3S)-3-cyclopropylpiperazin-1-yl]-1,2,4-triazin-6-yl}-5-(6,8-dimethyl-7H-purin-2-yl)phenol C1(CC1)[C@H]1CN(CCN1)C=1N=NC(=CN1)C1=C(C=C(C=C1)C1=NC(=C2NC(=NC2=N1)C)C)O